OC1=C(C(N(C(C12CCCCC2)C2=CC=C(C=C2)C(F)(F)F)C)=O)C(=O)OCC ethyl 5-hydroxy-2-methyl-3-oxo-1-(4-(trifluoromethyl) phenyl)-2-azaspiro[5.5]undec-4-ene-4-carboxylate